ClC1=CC(=C2C(=N1)N=CN2)N2CC1(CC1)C(C2)(F)F 5-chloro-7-(7,7-difluoro-5-azaspiro[2.4]heptan-5-yl)-1H-imidazo[4,5-b]pyridine